O=C1C=2C=CC=NC2C=C(N1)CCC(=O)N1CCN(CC1)C1=NC=C(C#N)C=C1 6-(4-(3-(5-oxo-5,6-dihydro-1,6-naphthyridin-7-yl)propionyl)piperazin-1-yl)nicotinonitrile